6-cyano-5-(3,5-difluorophenyl)-N-[(1-methyl-1H-pyrazol-5-yl)methyl]pyridine-3-carboxamide C(#N)C1=C(C=C(C=N1)C(=O)NCC1=CC=NN1C)C1=CC(=CC(=C1)F)F